(R)-(1-((5-bromo-1-(difluoromethyl)-2-oxo-1,2-dihydropyridin-3-yl)oxy)propan-2-yl)carbamic acid tert-butyl ester C(C)(C)(C)OC(N[C@@H](COC=1C(N(C=C(C1)Br)C(F)F)=O)C)=O